(S)-3-(2-Fluoro-phenyl)-N-[1-(3-pyridin-3-yl-phenyl)ethyl]acrylamide FC1=C(C=CC=C1)C=CC(=O)N[C@@H](C)C1=CC(=CC=C1)C=1C=NC=CC1